C1(C=CC(N1C=1C=C(OC=2C=C(C=C(C2)OC2=CC(=CC=C2)N2C(C=CC2=O)=O)C(F)(F)F)C=CC1)=O)=O 3,5-bis(3-maleimidophenoxy)-benzotrifluoride